O=C1NC(CCC1N1C(C2=CC=C(C=C2C1=O)C1CCN(CC1)CCCN1CCC(CC1)COC1=CC=C(C=C1)OC=1C2=C(SC1C1=CC=C(C=C1)F)C=C(C=C2)O)=O)=O 2-(2,6-dioxopiperidin-3-yl)-5-(1-(3-(4-((4-((2-(4-fluorophenyl)-6-hydroxybenzo[b]thiophen-3-yl)oxy)phenoxy)methyl)piperidin-1-yl)propyl)piperidin-4-yl)isoindoline-1,3-dione